triphenyliodomethane phosphite P(O)(O)O.C1(=CC=CC=C1)C(I)(C1=CC=CC=C1)C1=CC=CC=C1